chloromagnesium tetrakis(nonafluorobiphenylyl)borate FC1=C(C(=C(C(=C1C1=C(C(=C(C(=C1F)F)F)F)[B-](C1=C(C(=C(C(=C1F)F)F)F)C1=C(C(=C(C(=C1F)F)F)F)F)(C1=C(C(=C(C(=C1F)F)F)F)C1=C(C(=C(C(=C1F)F)F)F)F)C1=C(C(=C(C(=C1F)F)F)F)C1=C(C(=C(C(=C1F)F)F)F)F)F)F)F)F.Cl[Mg+]